indane-1-ol C1(CCC2=CC=CC=C12)O